tert-Butyl 4-[[1-[3-[(2-methyloxazolo[4,5-b]pyridin-6-yl)carbamoyl]phenyl]-3-(trifluoromethyl)-4,5,6,7-tetrahydroindazol-7-yl]oxy]benzoate CC=1OC=2C(=NC=C(C2)NC(=O)C=2C=C(C=CC2)N2N=C(C=3CCCC(C23)OC2=CC=C(C(=O)OC(C)(C)C)C=C2)C(F)(F)F)N1